3,4,5-triethoxybenzoyl chloride C(C)OC=1C=C(C(=O)Cl)C=C(C1OCC)OCC